O=C1C(=C(C=NN1)N1[C@@H]([C@@H]2C[C@@H]2C1)CCCN1C(C=2C=CC(=NC2C=C1)C1=NC=C(C=C1)C(F)(F)F)=O)C(F)(F)F 6-[3-[(1R,2R,5S)-3-[6-oxo-5-(trifluoromethyl)-1H-pyridazin-4-yl]-3-azabicyclo[3.1.0]hex-2-yl]propyl]-2-[5-(trifluoromethyl)-2-pyridinyl]-1,6-naphthyridin-5-one